ethyl 1-methyl-6-((1-((2-methyl-1-((triisopropylsilyl)oxy)propan-2-yl)sulfonyl)cyclopropyl)methyl)-7-oxo-4,5,6,7-tetrahydro-1H-pyrazolo[3,4-c]pyridine-3-carboxylate CN1N=C(C2=C1C(N(CC2)CC2(CC2)S(=O)(=O)C(CO[Si](C(C)C)(C(C)C)C(C)C)(C)C)=O)C(=O)OCC